(1,2,3-benzotriazol-1-yloxy)bis(dimethylamino)-λ5-phosphane N1(N=NC2=C1C=CC=C2)O[PH2](N(C)C)N(C)C